NC=1C=CC(=NC1)C1=NC=CC=C1 5-amino-2,2-bipyridine